α-naphthyl ether C1(=CC=CC2=CC=CC=C12)OC1=CC=CC2=CC=CC=C12